CC1(OB(OC1(C)C)C1=CC=NO1)C 5-(4,4,5,5-tetramethyl-1,3,2-dioxaborolan-2-yl)isoxazole